3-(4,5-dimethylthiazolyl)-2,5-diphenyltetrazolium bromide CC1=C(SC(=N1)[N+]2=NC(=NN2C3=CC=CC=C3)C4=CC=CC=C4)C.[Br-]